2,4'-diaminodiphenylsulfone C1=CC=C(C(=C1)N)S(=O)(=O)C2=CC=C(C=C2)N